N[C@@H](CC1=CNC2=CC=CC=C12)C(=O)O.C(C)O ethanol-tryptophan